(hydroxymethyl)spiro[5,7-dihydrocyclopenta[b]pyridine-6,4'-piperidine] OCN1CCC2(CC1)CC=1C(=NC=CC1)C2